C(C)(C)C1=CC=C2C(CC3(OC2=C1)CN(C3)C(=O)OC(C)(C)C)=O tert-butyl 7'-isopropyl-4'-oxospiro[azetidine-3,2'-chromane]-1-carboxylate